tert-Butyl 7-(4-((8-hydroxyoctyl)oxy)-1,3-dioxoisoindolin-2-yl)-4,6-dioxo-5-azaspiro[2.5]octane-5-carboxylate OCCCCCCCCOC1=C2C(N(C(C2=CC=C1)=O)C1C(N(C(C2(CC2)C1)=O)C(=O)OC(C)(C)C)=O)=O